2-(3-(((1S,2R,3R,5S,6R)-2,6-difluoro-8-azabicyclo[3.2.1]octan-3-yl-1,5-d2)oxy)-1,2,4-triazin-6-yl)-5-(1H-imidazol-1-yl)phenol F[C@@H]1[C@@]2(C[C@H]([C@](C[C@H]1OC=1N=NC(=CN1)C1=C(C=C(C=C1)N1C=NC=C1)O)(N2)[2H])F)[2H]